1-(4-(6-(((1R,3s,5S)-1,5-dimethyl-8-azabicyclo[3.2.1]octan-3-yl)(methyl)amino)pyridazin-3-yl)-3-hydroxyphenyl)-1H-pyrazole C[C@]12CC(C[C@](CC1)(N2)C)N(C2=CC=C(N=N2)C2=C(C=C(C=C2)N2N=CC=C2)O)C